5-Dimethoxymethylsilylpentane-1,2-disulfonic acid COC(OC)[SiH2]CCCC(CS(=O)(=O)O)S(=O)(=O)O